C(C)(C)(C)OC(=O)N[C@@H](C(=O)N[C@@H](C(=O)[O-])CCCCCF)CC1=CC=CC=C1 (2R)-2-[[(2R)-2-(tert-butoxycarbonylamino)-3-phenyl-propionyl] amino]-7-fluoro-heptanoate